3-Chloro-2-(4-(pentafluoro-λ6-sulfaneyl)phenoxy)pyridine ClC=1C(=NC=CC1)OC1=CC=C(C=C1)S(F)(F)(F)(F)F